FC(CN(C1=NC=2N(C3=CC=C(C(=C13)F)F)C(=NN2)C)C2=CC(=CC(=C2)C#CC(C(F)(F)F)(C)C)F)F N-(2,2-difluoroethyl)-6,7-difluoro-N-(3-fluoro-5-(4,4,4-trifluoro-3,3-dimethylbut-1-yn-1-yl)phenyl)-1-methyl-[1,2,4]triazolo[4,3-a]quinazolin-5-amine